ClC1=CC=C(C=C1)C(=O)N1[C@@H](C=2N(CC1)C(=NN2)C=2SC1=C(C=NC(=C1)Cl)N2)C (R)-(4-chlorophenyl)(3-(6-chlorothiazolo[4,5-c]pyridin-2-yl)-8-methyl-5,6-dihydro-[1,2,4]triazolo[4,3-a]pyrazin-7(8H)-yl)methanone